O=C1N(C(C=C1)=O)CC1CCC(CC1)C(=O)O 4-((2,5-dioxo-2,5-dihydro-1H-pyrrol-1-yl)methyl)cyclohexanecarboxylic acid